FC(C(C(C(C(C(C(C(C(C(C(C(F)(F)F)(F)F)(F)F)(F)F)(F)F)(F)F)(F)F)(F)F)(F)F)(F)F)(F)F)(CCCCCCCCCCCCCCCCCCC)F pentacosafluorohentriacontane